FC(N1N=CC(=C1)S(=O)(=O)C1=CC2=C(C(N(N=C2)CC2=NNC(=C2)C)=O)C=N1)F 7-((1-(difluoromethyl)-1H-pyrazol-4-yl)sulfonyl)-3-((5-methyl-1H-pyrazol-3-yl)methyl)pyrido[3,4-d]pyridazin-4(3H)-one